N(=C=O)CCC[Si](OC)(OC)CC 3-isocyanatopropyl-ethyldimethoxysilane